N[C@@H]1C[C@H](CCC1)CC(=O)O Trans-2-(3-(amino)cyclohexyl)acetic acid